n-decyl-n-undecyl ether C(CCCCCCCCC)OCCCCCCCCCCC